2-(5-(4-bromophenyl)-3-(2-fluorophenyl)-4,5-dihydro-1H-pyrazol-1-yl)-4-methylthiazole BrC1=CC=C(C=C1)C1CC(=NN1C=1SC=C(N1)C)C1=C(C=CC=C1)F